3-[4-[4-(2-tert-butoxy-2-oxo-ethyl)-4-hydroxy-1-piperidyl]-2,5-dichloro-anilino]propanoic acid C(C)(C)(C)OC(CC1(CCN(CC1)C1=CC(=C(NCCC(=O)O)C=C1Cl)Cl)O)=O